O=C1OC2=CC(=CC=C2C(=C1)C1=C(C=CC=C1)C)NCC(=O)N1C[C@H](CCC1)C(=O)O (S)-1-((2-oxo-4-(o-tolyl)-2H-chromen-7-yl)glycyl)piperidine-3-carboxylic acid